C[Si](C#CC=1C=C2C=CC(=CC2=CC1)OCCCCCCCCCCCO)(C)C 11-[[6-(2-trimethylsilylethynyl)-2-naphthyl]oxy]undecan-1-ol